ClC=1C=CC(=C(C1)C1=CC(N(C=C1OC)C(C(=O)NC=1C=C2C=NN=CC2=CC1)CC)=O)N1N=NC(=C1)C(F)(F)F 2-[4-{5-chloro-2-[4-(trifluoromethyl)-1H-1,2,3-triazol-1-yl]phenyl}-5-methoxy-2-oxopyridin-1(2H)-yl]-N-(phthalazin-6-yl)butanamide